C(#C)C=1C=C(CN2C(C=CC(=C2)C2=NC(=NC(=C2)C(F)(F)F)S(=O)C)=O)C=CC1 1-(3-ethynylbenzyl)-5-(2-(methylsulfinyl)-6-(trifluoromethyl)pyrimidin-4-yl)pyridin-2(1H)-one